ClC1=CC=2N(C=C1)C=NC2CC(=O)NC2=NC=NC(=C2)NCC=2N=C1N(C=C(C=C1)C1CC1)C2 2-(7-chloroimidazo[1,5-a]pyridin-1-yl)-N-(6-(((6-cyclopropylimidazo[1,2-a]pyridin-2-yl)methyl)amino)pyrimidin-4-yl)acetamide